FC1=C(C(=CC(=C1/C=C\1/CNCC1)C)O)N1CC(NS1(=O)=O)=O (E)-5-(2-fluoro-6-hydroxy-4-methyl-3-(pyrrolidin-3-ylidenemethyl)phenyl)-1,2,5-thiadiazolidin-3-one 1,1-dioxide